1-decanone hydrochloride Cl.C(CCCCCCCCC)=O